COC1=CC=C(C=C1)C(C#C)(O)C1=CC=C(C=C1)OC 1,1-bis(4-methoxyphenyl)prop-2-yn-1-ol